NC1=NC=CC=C1C1=NC=2C(=NC(=CC2)C2=CC=CC=C2)N1C1=CC=C(CN2CC3(CC2)CN(CCC3)C(=O)C3=CC(=C(C=O)C=C3)O)C=C1 4-(2-(4-(2-(2-Aminopyridin-3-yl)-5-phenyl-3H-imidazo[4,5-b]pyridin-3-yl)benzyl)-2,7-diazaspiro[4.5]decane-7-carbonyl)-2-hydroxybenzaldehyde